C(CCC)C1=C(C(=C(C=C1)C1=C(C(=C(C(=C1N)N)N)C1=CC=CC=C1)C1=CC=CC=C1)CCCC)CCCC tributyl-triamino-triphenylbenzene